FC1=C(N)C=C(C(=C1)OC)OCC1=C(C=CC2=C1N=CS2)F 2-fluoro-5-[(5-fluoro-1,3-benzothiazol-4-yl)methoxy]-4-methoxyaniline